3-PHENYL-2H-AZIRENE-2-CARBALDEHYDE C1(=CC=CC=C1)C=1C(N1)C=O